ClC=1C=C(C(=NC1)OC1=CC(=CC(=C1)F)F)C(=O)N[C@@H](C)C1=CC=C(C(=O)O)C=C1 4-[(1S)-1-({[5-chloro-2-(3,5-difluorophenoxy)pyridin-3-yl]carbonyl}amino)ethyl]benzoic acid